C(C)OC[C@]1(CN(CC1)CCC=1C=NC=CC1)CCC1=CC=C(C=C1)F |o1:4| (R or S)-3-(2-(3-(ethoxy-methyl)-3-(4-fluoro-phenethyl)pyrrolidin-1-yl)ethyl)pyridine